(2R,3R,4S)-2-[2-chloro-6-[[6-(trifluoromethyl)-2-pyridyl]methylamino]purin-9-yl]tetrahydrothiophene-3,4-diol ClC1=NC(=C2N=CN(C2=N1)[C@@H]1SC[C@H]([C@H]1O)O)NCC1=NC(=CC=C1)C(F)(F)F